COC=1C=C(C=CC1OC)C=1NC2=CC=C(C=C2C1C(C)C)OCC1CCNCC1 2-(3,4-dimethoxyphenyl)-3-isopropyl-5-(piperidin-4-ylmethoxy)-1H-indole